1-benzyl-3-(4-chloro-3,5-difluorobenzyl)-4-(methoxymethyl)pyrrolidin-2-one C(C1=CC=CC=C1)N1C(C(C(C1)COC)CC1=CC(=C(C(=C1)F)Cl)F)=O